1-(Ethylglycyl)-4-(3-(3-(methylamino)-1-(thiophen-2-yl)propoxy)phenyl)-1,4-diazepan-5-one C(C)NCC(=O)N1CCN(C(CC1)=O)C1=CC(=CC=C1)OC(CCNC)C=1SC=CC1